(S)-3'-chloro-2'-hydroxy-6,6'-dimethyl-[1,1'-biphenyl]-2-carbonitrile ClC=1C(=C(C(=CC1)C)C=1C(=CC=CC1C)C#N)O